CN(C(CN1C2=C(C3=CC=CC=C13)C=CC=N2)C)C N,N-dimethyl-1-(9H-pyrido[2,3-b]indol-9-yl)propan-2-amine